(S)-2-chloro-N-(1,1-dioxidotetrahydrothiophen-3-yl)-N-neopentylacetamide ClCC(=O)N(CC(C)(C)C)[C@@H]1CS(CC1)(=O)=O